7-(difluoromethyl)-1H-imidazo[4,5-b]pyridine-2-carboxylic acid FC(C1=C2C(=NC=C1)N=C(N2)C(=O)O)F